COC=1C=C(C=CC1OC)C1=CC=NC=2N1N=C(C2)C(=O)NC2CCC(CC2)C(=O)OCOCCOC (2-methoxyethoxy)methyl (1R,4R)-4-(7-(3,4-dimethoxyphenyl)pyrazolo[1,5-a]pyrimidine-2-carboxamido)cyclohexane-1-carboxylate